C1(CC1)C1=NC=NC(=C1C1=NC=C(C(=N1)NCC1=CC(=C(C=C1)C=1N(C=C(N1)C(F)(F)F)C)F)C(C)(C#C)O)OC 2-(4'-Cyclopropyl-4-((3-fluoro-4-(1-methyl-4-(trifluoromethyl)-1H-imidazol-2-yl)benzyl)Amino)-6'-methoxy-[2,5'-bipyrimidin]-5-yl)but-3-yn-2-ol